NC=1C=2N(C3=CC(=C(C=C3N1)F)C(=O)N([C@@H]1COC3=C1C=CC(=C3)C3=NC=C(C=C3)C(F)(F)F)C)C=NC2 (S)-4-amino-7-fluoro-N-methyl-N-(6-(5-(trifluoromethyl)pyridin-2-yl)-2,3-dihydrobenzofuran-3-yl)imidazo[1,5-a]quinoxaline-8-carboxamide